butyl (4-(2-methoxybuta-1,3-dien-1-yl)phenyl)(methyl)carbamate COC(=CC1=CC=C(C=C1)N(C(OCCCC)=O)C)C=C